tert-Butyl N-[3-cyano-7-fluoro-4-[5-fluoro-3-[[(3S)-tetrahydrofuran-3-yl]methoxy]-7,9-dihydrofuro[3,4-f]quinazolin-6-yl]thieno[3,2-c]pyridin-2-yl]carbamate C(#N)C1=C(SC2=C1C(=NC=C2F)C=2C1=C(C=3C=NC(=NC3C2F)OC[C@@H]2COCC2)COC1)NC(OC(C)(C)C)=O